C(C)OC(=O)C1=C(N(C2=CC(=C(C(=C12)CN(C)C)O)Br)C)CS(=O)C1=CC=CC=C1 6-bromo-4-[dimethylaminomethyl]-5-hydroxy-1-methyl-2-[(phenylsulfinyl)methyl]-1H-indole-3-carboxylic acid ethyl ester